tert-butyl N-[5,5-difluoro-1-(pyridin-3-yl)piperidin-3-yl]carbamate FC1(CC(CN(C1)C=1C=NC=CC1)NC(OC(C)(C)C)=O)F